2-[allyl(9H-fluoren-9-ylmethoxycarbonyl)amino]acetic acid C(C=C)N(CC(=O)O)C(=O)OCC1C2=CC=CC=C2C=2C=CC=CC12